2-(2-chloro-3,6-difluorophenyl)-N-[4-(4-fluoro-1H-pyrazol-1-yl)-3-sulfamoylphenyl]acetamide ClC1=C(C(=CC=C1F)F)CC(=O)NC1=CC(=C(C=C1)N1N=CC(=C1)F)S(N)(=O)=O